(5-(3-fluoro-5-methoxybenzyl)pyridin-2-yl)-1-methyl-6-oxo-1,6-dihydropyridine-3-carboxamide FC=1C=C(CC=2C=CC(=NC2)C=2N(C(C=CC2C(=O)N)=O)C)C=C(C1)OC